N-[5-[4-(4-methoxy-1-methyl-pyrrolidin-3-yl)oxy-2-methyl-pyrazol-3-yl]pyrazolo[1,5-a]pyridin-2-yl]cyclopropanecarboxamide COC1C(CN(C1)C)OC1=C(N(N=C1)C)C1=CC=2N(C=C1)N=C(C2)NC(=O)C2CC2